N-(3-fluoro-4-(methylsulfonyl)phenyl)-N-methyl-2-(6-methyl-4-(trifluoro-methyl)pyridin-2-yl)-5-oxopyrazolidine-3-carboxamide FC=1C=C(C=CC1S(=O)(=O)C)N(C(=O)C1N(NC(C1)=O)C1=NC(=CC(=C1)C(F)(F)F)C)C